tributyl[2-(methylthio)ethyl]-phosphonium C(CCC)[P+](CCSC)(CCCC)CCCC